(3-(3-(2-(3-methylisoxazol-5-yl)acetamido)-1H-pyrazol-5-yl)cyclopentyl)acetic acid CC1=NOC(=C1)CC(=O)NC1=NNC(=C1)C1CC(CC1)CC(=O)O